5-chloro-2-[(3'R,5R)-2-(2-ethoxyphenyl)-3'-ethyl-7-[[(2R)-pyrrolidin-2-yl]methyl]spiro[6,8-dihydro-1,7-naphthyridine-5,4'-piperidine]-1'-yl]pyridine-3-carbonitrile ClC=1C=C(C(=NC1)N1C[C@@H]([C@]2(CC1)C=1C=CC(=NC1CN(C2)C[C@@H]2NCCC2)C2=C(C=CC=C2)OCC)CC)C#N